ClCC1=NN(C=N1)C 3-chloromethyl-1-methyl-1H-1,2,4-triazole